(2R)-2-[2-chloro-6-[[2-(trifluoromethyl)-4-pyridyl]methylamino]purin-9-yl]tetrahydrothiophene ClC1=NC(=C2N=CN(C2=N1)[C@@H]1SCCC1)NCC1=CC(=NC=C1)C(F)(F)F